4-Methyl-6-phenyl-2-hexanol CC(CC(C)O)CCC1=CC=CC=C1